C(C)C1(C(NC(N1)=O)=O)CC 5,5-diethylhydantoin